C1(=CC=CC2=CC=CC=C12)C1=CC=C2C=3C=CC(=CC3C(C2=C1)(CCCCCCCC)CCCCCCCC)C1=NC=C(C=C1)B1OC(C(O1)(C)C)(C)C 2-(7-naphthyl-9,9-di(n-octyl)fluorene-2-yl)-5-(4,4,5,5-tetramethyl-1,3,2-dioxaborolan-2-yl)pyridine